NC1=C(C=C(N=N1)C1=C(C=CC=C1)O)N1CC2CCC(C1)N2C2=CC(=NC=C2)C#CCN2C1CCCC(C2)C1 2-[6-amino-5-[8-[2-[3-(6-azabicyclo[3.2.1]oct-6-yl)prop-1-ynyl]-4-pyridinyl]-3,8-diazabicyclo[3.2.1]oct-3-yl]pyridazin-3-yl]phenol